ClC1=CC=C2C(=C3N(C2=C1Cl)CC(CC3)N3C(CCC3)=O)C=3C=NNC3 1-[3,4-dichloro-10-(1H-pyrazol-4-yl)-6,7,8,9-tetrahydropyrido[1,2-a]indol-7-yl]pyrrolidin-2-one